FC(C=1N=C(OC1C(=O)N1[C@@H](C2=C(CC1)NC=N2)C=2OC1=C(N2)C=CC=C1F)C=1C=NC=NC1)F (S)-(4-(difluoromethyl)-2-(pyrimidin-5-yl)oxazol-5-yl)(4-(7-fluorobenzo[d]oxazol-2-yl)-6,7-dihydro-1H-imidazo[4,5-c]pyridin-5(4H)-yl)methanone